C(C)(C)(C)C=1SC(=CN1)C(=O)Cl 2-tert-butyl-thiazole-5-carbonyl chloride